(4-fluorophenyl){4-[5-hydroxy-5-(trifluoromethyl)-4,5-dihydro-1,2-oxazol-3-yl]phenyl}methanone FC1=CC=C(C=C1)C(=O)C1=CC=C(C=C1)C1=NOC(C1)(C(F)(F)F)O